4-((2S,5R)-4-((S)-1-(2-fluoro-4-(trifluoromethyl)phenyl)-2-methylpropyl)-2,5-dimethylpiperazin-1-yl)-2-methyl-1-(((S)-tetrahydrofuran-2-yl)methyl)-1H-[1,2,4]triazolo[3,4-b]purine FC1=C(C=CC(=C1)C(F)(F)F)[C@H](C(C)C)N1C[C@@H](N(C[C@H]1C)C=1C=2N=C(N(C2N2C(N1)=NN=C2)C[C@H]2OCCC2)C)C